methyl-[4-[4-(4-fluorophenyl)-5-(4-pyridinyl)-1H-imidazol-2-yl]phenyl]sulfoxide CS(=O)C1=CC=C(C=C1)C=1NC(=C(N1)C1=CC=C(C=C1)F)C1=CC=NC=C1